3-(5-((2-(8-(2-((3r,5r,7r)-adamantan-1-yl)ethyl)-3,8-diazabicyclo[3.2.1]octan-3-yl)ethyl)amino)-2-methyl-4-oxoquinazolin-3(4H)-yl)piperidine-2,6-dione C12(CC3CC(CC(C1)C3)C2)CCN2C3CN(CC2CC3)CCNC3=C2C(N(C(=NC2=CC=C3)C)C3C(NC(CC3)=O)=O)=O